2-ethyloctyl-4-dimethylaminobenzoate C(C)C(COC(C1=CC=C(C=C1)N(C)C)=O)CCCCCC